Methyl (R)-4-bromo-1-(2-((tert-butoxycarbonyl) amino)-3-((tert-butyldiphenyl silyl) oxy) propyl)-1H-pyrrole-2-carboxylate BrC=1C=C(N(C1)C[C@H](CO[Si](C1=CC=CC=C1)(C1=CC=CC=C1)C(C)(C)C)NC(=O)OC(C)(C)C)C(=O)OC